ClC1=CC=C(C=C1)[C@@]1(N(C(C2=CC(=CC=C12)C(CN1C(CCC1)=O)(C)O)=O)CC1=NC=C(C=C1)Cl)OC (3R)-3-(4-Chlorophenyl)-2-[(5-chloropyridin-2-yl)methyl]-6-[2-hydroxy-1-(2-oxopyrrolidin-1-yl)propan-2-yl]-3-methoxy-2,3-dihydro-1H-isoindol-1-on